C1=C(C=CC=2SC3=C(C21)C=CC=C3)[SiH](C3=CC=CC=C3)C3=CC=CC=C3 dibenzo[b,d]Thiophen-2-yl-diphenylsilane